1-methyl-N-[(1-methyl-1H-imidazol-5-yl)methyl]-1H-pyrazole-5-carboxamide CN1N=CC=C1C(=O)NCC1=CN=CN1C